2-(dibromomethyl)thiazole BrC(C=1SC=CN1)Br